COC(C1CCN(CC1)C1=CC=C(C=C1)C1=C(CCCC2=C1C=CC(=C2)C(=O)OC)C2=CC=C(C=C2)OC(F)(F)F)OC methyl 5-[4-[4-(dimethoxymethyl)-1-piperidyl]phenyl]-6-[4-(trifluoromethoxy)phenyl]-8,9-dihydro-7H-benzo[7]annulene-2-carboxylate